O[C@@H]1[C@H]([C@@H](O[C@@H]([C@H]1O)NC1=C2N=CN(C2=NC=N1)C)C)NC(=O)[C@@H]1N(CC[C@@H]1O)C(=O)OC(C)(C)C tert-butyl (2R,3S)-2-[[(2S,3R,4R,5S,6S)-4,5-dihydroxy-2-methyl-6-[(9-methylpurin-6-yl)amino]tetrahydropyran-3-yl]carbamoyl]-3-hydroxy-pyrrolidine-1-carboxylate